methyl (E)-3-(5-((4-(6-((4-chloro-2-fluorobenzyl)oxy)pyridin-2-yl)piperidin-1-yl)methyl)-4-((1-ethyl-1H-imidazol-5-yl)methyl)-4H-1,2,4-triazol-3-yl)acrylate ClC1=CC(=C(COC2=CC=CC(=N2)C2CCN(CC2)CC=2N(C(=NN2)/C=C/C(=O)OC)CC2=CN=CN2CC)C=C1)F